4-(tert-butyl)-N-(4-(6-ethoxypyridin-3-yl)-3-(2H-tetrazol-5-yl)phenyl)piperidine-1-carboxamide C(C)(C)(C)C1CCN(CC1)C(=O)NC1=CC(=C(C=C1)C=1C=NC(=CC1)OCC)C=1N=NNN1